CC1N(CCC1=O)C(=O)OC(C)(C)C tert-Butyl 2-methyl-3-oxopyrrolidine-1-carboxylate